Cl.C(C1=CC=CC=C1)N[C@@H](CC(C)C)C(=O)O benzyl-leucine hydrochloride